tert-Butyl (2S)-2-{[(2E-4S)-1-(2,3-dihydro-1H-indol-yl)-6-methyl-1-oxohept-2-en-4-yl]carbamoyl}-1,4-oxazepane-4-carboxylate N1(CCC2=CC=CC=C12)C(\C=C\[C@H](CC(C)C)NC(=O)[C@H]1OCCCN(C1)C(=O)OC(C)(C)C)=O